sodium sulfate sodium salt [Na+].S(=O)(=O)([O-])[O-].[Na+]